(S)-ethyl 1-benzyl-3-(3-(5-((1-cyclopropylethyl)carbamoyl)oxazol-2-yl)phenyl)-1H-1,2,4-triazole-5-carboxylate C(C1=CC=CC=C1)N1N=C(N=C1C(=O)OCC)C1=CC(=CC=C1)C=1OC(=CN1)C(N[C@@H](C)C1CC1)=O